P(=S)(SCCCCCCCCCCCCCC)(OCCCCCCCCCCCCCC)[O-].[Zn+2].C(CCCCCCCCCCCCC)SP(=S)(OCCCCCCCCCCCCCC)[O-] zinc ditetradecyl dithiophosphate